naphtho[2,1-d]isoxazol O1N=CC2=C1C1=CC=CC=C1C=C2